(4S)-N-((R or S)-(3-chloro-4-fluorophenyl)(trans-4-(trifluoro-methyl)cyclohexyl)methyl)-2-oxoimidazolidine-4-carboxamide ClC=1C=C(C=CC1F)[C@H](NC(=O)[C@H]1NC(NC1)=O)[C@@H]1CC[C@H](CC1)C(F)(F)F |o1:8|